3-cyano-3-(1H-pyrazol-3-yl)piperidine-1-carboxylic acid tert-butyl ester C(C)(C)(C)OC(=O)N1CC(CCC1)(C1=NNC=C1)C#N